BrC=1C(=C2C(=NC(=NC2=CC1)N)N)F 6-Bromo-5-fluoroquinazoline-2,4-diamine